Heptaketocycloheptan O=C1C(C(C(C(C(C1=O)=O)=O)=O)=O)=O